ClC=1C(=C(C=CC1)NC1=C(NC2=C1C(NCC2)=O)C2=C(C=NC=C2)OC[C@H]2N(CCC2)C(C=C)=O)F 3-[(3-chloro-2-fluorophenyl)amino]-2-(3-{[(2S)-1-(prop-2-enoyl)pyrrolidin-2-yl]methoxy}pyridin-4-yl)-1H,5H,6H,7H-pyrrolo[3,2-c]pyridin-4-one